NC1=NC=NC(=N1)N(C)C 2-Amino-4-dimethylamino-1,3,5-triazine